ClC=1C=C2C(=NC1)N(CC21C(C1)C)CC1=CC=C(C=C1)OC 5'-chloro-1'-(4-methoxybenzyl)-2-methylspiro[cyclopropane-1,3'-pyrrolo[2,3-b]pyridin]